5-(2-(difluoromethoxy)-7-methylquinoxalin-5-yl)-2-phenylthiazole FC(OC1=NC2=CC(=CC(=C2N=C1)C1=CN=C(S1)C1=CC=CC=C1)C)F